5,6-bis[4'-(10-phenyl-9-anthryl)biphenyl-4-yl]2,2'-bipyridine C1(=CC=CC=C1)C1=C2C=CC=CC2=C(C2=CC=CC=C12)C1=CC=C(C=C1)C1=CC=C(C=C1)C=1C=CC(=NC1C1=CC=C(C=C1)C1=CC=C(C=C1)C=1C2=CC=CC=C2C(=C2C=CC=CC12)C1=CC=CC=C1)C1=NC=CC=C1